2-(((1-(pivaloyloxy) ethoxy) carbonyl) amino)-5-oxohexanoate C(C(C)(C)C)(=O)OC(C)OC(=O)NC(C(=O)[O-])CCC(C)=O